O=C(C(=O)Cl)C1=CNC2=CC=C(C=C12)OC(F)(F)F 2-oxo-2-(5-(trifluoromethoxy)-1H-indol-3-yl)acetyl chloride